FC(C(=O)O)(F)F.C(=O)(O)C1=C(/C=C/C2CCNCC2)C=C(C=C1OC)OC (E)-4-(2-carboxy-3,5-dimethoxystyryl)piperidine trifluoroacetate salt